N-(3-(2-(3-amino-4H-1,2,4-triazol-4-yl)-8,9-dihydroimidazo[1',2':1,6]pyrido[2,3-d]pyrimidin-6-yl)-4-methylphenyl)-4-(trifluoromethyl)pyridineamide NC1=NN=CN1C=1N=CC2=C(N1)N1C(C(=C2)C=2C=C(C=CC2C)NC(=O)C2=NC=CC(=C2)C(F)(F)F)=NCC1